amino-adenosine N[C@@]1([C@H](O)[C@H](O)[C@@H](CO)O1)N1C=NC=2C(N)=NC=NC12